FC1=CC=C(C=C1)C(N1[C@@H](CN(CC1)C1=C(C(N(C=2C=CC(=NC12)C#N)C)=O)C#N)C)C1=CC=C(C=C1)F (R)-8-(4-(bis(4-fluorophenyl)methyl)-3-methylpiperazin-1-yl)-5-methyl-6-oxo-5,6-dihydro-1,5-naphthyridine-2,7-dicarbonitrile